(1R,2R)-2-fluoro-N-(6-(3-((6-((S)-1-hydroxypropyl)-4-methylpyridin-3-yl)amino)pyrazin-2-yl)pyrimidin-4-yl)cyclopropane-1-carboxamide F[C@H]1[C@H](C1)C(=O)NC1=NC=NC(=C1)C1=NC=CN=C1NC=1C=NC(=CC1C)[C@H](CC)O